(Ra)-6-(1-((S)-1-(3'-Cyano-5'-methoxy-[1,1'-biphenyl]-4-yl)ethyl)-1H-indazol-7-carboxamido)spiro[3.3]heptan C(#N)C=1C=C(C=C(C1)OC)C1=CC=C(C=C1)[C@H](C)N1N=CC2=CC=CC(=C12)C(=O)NC1CC2(CCC2)C1